NC=1C=2N(C3=CC(=CC=C3N1)C(=O)N(C1COCC3=NC(=CC=C31)C(F)(F)F)CC3CC3)C=NC2 4-amino-N-(cyclopropylmethyl)-N-(2-(trifluoromethyl)-5,8-dihydro-6H-pyrano[3,4-b]pyridin-5-yl)imidazo[1,5-a]quinoxaline-8-carboxamide